C(=C)C1=[N+](C=CC=C1)C vinyl-methyl-pyridinium